Methyl (1r,4r)-5'-bromo-4'-chloro-4-methyl-1',2'-dihydrospiro[cyclohexane-1,3'-pyrrolo[2,3-b]pyridine]-4-carboxylate BrC=1C(=C2C(=NC1)NCC21CCC(CC1)(C(=O)OC)C)Cl